6-(Methacrylamido)hexanoic acid C(C(=C)C)(=O)NCCCCCC(=O)O